CN(C)CCCC(=O)O 4-(N,N-dimethylamino)butanoic acid